3-{[(1S)-5-[2-(2-aminopyridin-3-yl)-5-(pyrazol-1-yl)imidazo[4,5-b]pyridin-3-yl]-2,3-dihydro-1H-inden-1-yl]amino}-1H-indazole-7-carbaldehyde NC1=NC=CC=C1C1=NC=2C(=NC(=CC2)N2N=CC=C2)N1C=1C=C2CC[C@@H](C2=CC1)NC1=NNC2=C(C=CC=C12)C=O